C(C)C=1C(NC=2C=C(C=NC2C1)CN1CCNCC1)=O 4-[(7-ethyl-6-oxo-5H-1,5-naphthyridin-3-yl)methyl]Piperazine